2-(((1R)-1-(2-cyano-7-methyl-3-(3-(trifluoromethyl)piperidin-1-yl)quinoxalin-5-yl)ethyl)amino)benzoic acid C(#N)C1=NC2=CC(=CC(=C2N=C1N1CC(CCC1)C(F)(F)F)[C@@H](C)NC1=C(C(=O)O)C=CC=C1)C